(5-(2-(3,4-dimethoxyphenyl)-3-isopropyl-1H-indol-5-yl)-1,3,4-oxadiazol-2-yl)(4-(pyrrolidin-1-yl)piperidin-1-yl)methanone COC=1C=C(C=CC1OC)C=1NC2=CC=C(C=C2C1C(C)C)C1=NN=C(O1)C(=O)N1CCC(CC1)N1CCCC1